COC(C1=C(C(=C(C(=C1)CC1=C(C(=NC=C1)N)F)F)F)NC1=C(C=C(C=C1)I)F)=O 5-((2-amino-3-fluoropyridin-4-yl)methyl)-3,4-difluoro-2-((2-fluoro-4-iodophenyl)amino)benzoic acid methyl ester